NN1NC(=CC(=N1)N)C=C 2,4-diamino-6-vinyltriazine